S1C2=C(C(=C1)C1=CCC=NC1)C=CC=C2 5-(benzo[b]thiophen-3-yl)-3,6-dihydropyridine